2-(4-Chlorobenzoyl)-3-fluoro-5-[1-hydroxy-1-(oxazolidin-4-yl)propyl]benzoic acid ClC1=CC=C(C(=O)C2=C(C(=O)O)C=C(C=C2F)C(CC)(C2NCOC2)O)C=C1